NC1=C(C=C(C(=O)OC)C=C1)NCC=1N(C=NC1)C(C)C methyl 4-amino-3-[(3-isopropylimidazol-4-yl)methylamino]benzoate